C(C)(C)(C)C1=CC=C(CNCC2=CC=CC3=CC=CC=C23)C=C1 (4-tert-butylbenzyl)-naphthylmethylamine